C(C#CC)(=O)N1C[C@H](C[C@@H]1COC)N1N=C(C(=C1NC)C(=O)N)C#CC1=C(C2=C(N(C=N2)CC)C=C1F)F 1-[(3S,5R)-1-(but-2-ynoyl)-5-(methoxymethyl)pyrrolidin-3-yl]-3-[2-(1-ethyl-4,6-difluoro-1,3-benzodiazol-5-yl)ethynyl]-5-(methylamino)pyrazole-4-carboxamide